ClC=1C(=C(C(=CC1)F)[C@H](C12CCC(CC1)(C2)F)NC(=O)[C@@H]2C[C@H]([C@H](C2)NC(OC(C)(C)C)=O)O)F tert-butyl ((1S,2R,4S)-4-(((S)-(3-chloro-2,6-difluorophenyl)(4-fluorobicyclo[2.2.1]heptan-1-yl)methyl)carbamoyl)-2-hydroxycyclopentyl)carbamate